4-(6-(6-((6-methoxypyridin-3-yl)methyl)-3,6-diazabicyclo[3.1.1]heptan-3-yl)pyridin-3-yl)-1H-pyrazolo[3',4':3,4]pyrazolo[1,5-a]pyridine COC1=CC=C(C=N1)CN1C2CN(CC1C2)C2=CC=C(C=N2)C=2C=1N(C=CC2)N=C2C1C=NN2